N1C[C@H](OCC1)CO (S)-morpholin-2-ylmethanol